1,4-bisacrylylpiperazine C(C=C)(=O)N1CCN(CC1)C(C=C)=O